O,O-Diethyl S-2-ethylthioethyl phosphorodithioate P(OCC)(OCC)(=S)SCCSCC